(R)-3-(3-chloro-4-fluorophenyl)-1-(1-(1-oxo-1,2-dihydroisoquinolin-4-yl)ethyl)-1-(1-oxo-1,2-dihydroisoquinolin-4-yl)urea ClC=1C=C(C=CC1F)NC(N(C1=CNC(C2=CC=CC=C12)=O)[C@H](C)C1=CNC(C2=CC=CC=C12)=O)=O